2-methyl-1,2-thiazinan 1,1-dioxide CN1S(CCCC1)(=O)=O